1-ethyl-2-methyl-pyridinium ethyl-[2-chloro-4-fluoro-5-[5-methyl-6-oxo-4-(trifluoromethyl)-1(6H)-pyridazinyl]phenoxy]acetate C(C)OC(COC1=C(C=C(C(=C1)N1N=CC(=C(C1=O)C)C(F)(F)F)F)Cl)=O.C(C)[N+]1=C(C=CC=C1)C